C(C)(C)(C)OC(=O)N1CC(C1)OC1=NC=C(C2=CC(=NC=C12)NC1=CC=C2C(=N1)[C@H](C(OC2=O)(C)C)C)C(C)(C)N=[N+]=[N-] (R)-3-((4-(2-azidopropan-2-yl)-6-((7,7,8-trimethyl-5-oxo-7,8-dihydro-5H-pyrano[4,3-b]pyridin-2-yl)amino)-2,7-naphthyridin-1-yl)oxy)azetidine-1-carboxylic acid tert-butyl ester